C(C)(=O)N1C[C@H]2N(C3=C(C1)C=C(C=N3)C(F)(F)F)CCNC2 (S)-6-acetyl-3-(trifluoromethyl)-6,7,7a,8,10,11-hexahydropyrazino[1,2-a]pyrido[3,2-f][1,4]diazepin